C(C)SC=1C(=NC=C(C1)C(F)(F)F)C1=NC2=C(N1C)C=CC(=C2)C(C(F)(F)F)(F)F 2-(3-ethylsulfanyl-5-trifluoromethyl-pyridin-2-yl)-1-methyl-5-pentafluoroethyl-1H-benzimidazole